IOI Iodoether